tetracyclo[4.4.0.12,5.17,10]-3-dodec-ene C12C3C=CC(C2C2CCC1C2)C3